(R)-N-(4-(oxetan-3-yl)-3,4-dihydro-2H-benzo[b][1,4]oxazin-7-yl)pyrrolidine-3-carboxamide O1CC(C1)N1C2=C(OCC1)C=C(C=C2)NC(=O)[C@H]2CNCC2